O=C1NC(CCC1NC1=CC=C(C=C1)CCN1CCC(CC1)C=1N=C2N(C=C(C(=C2)OC(C)C)NC(=O)C2=NC(=CC=C2)C(F)(F)F)C1)=O N-[2-[1-[2-[4-[(2,6-dioxo-3-piperidyl)amino]phenyl]ethyl]-4-piperidyl]-7-isopropoxy-imidazo[1,2-a]pyridin-6-yl]-6-(trifluoromethyl)pyridine-2-carboxamide